6-(2-chloro-6-fluorophenyl)-8-methyl-2-({4-[(1-methylpiperidin-4-yl)amino]phenyl}amino)pyrido[2,3-d]pyrimidin-5(8H)-one ClC1=C(C(=CC=C1)F)C=1C(C2=C(N=C(N=C2)NC2=CC=C(C=C2)NC2CCN(CC2)C)N(C1)C)=O